(3S,4R,5R,6S)-1-{(5R)-6-[(4-ethylbenzyl)oxy]-5-fluorohexyl}-3,4,5,6-azepanetetrol C(C)C1=CC=C(COC[C@@H](CCCCN2C[C@@H]([C@H]([C@@H]([C@H](C2)O)O)O)O)F)C=C1